OCC1C(C1)C(=O)NC=1SC2=C(N1)C=CC(=C2)C2=C1C=CNC1=CC=C2C 2-(hydroxymethyl)-N-(6-(5-methyl-1H-indol-4-yl)benzo[d]thiazol-2-yl)cyclopropane-1-carboxamide